tert-butyl 4-(5-bromo-2-iodophenyl)piperidine-1-carboxylate BrC=1C=CC(=C(C1)C1CCN(CC1)C(=O)OC(C)(C)C)I